Tert-butyl (3-(((3-((2-chloro-5-((methyl-d3)carbamoyl)pyrimidin-4-yl)amino)-4-methoxy-5-(1-methyl-1H-1,2,4-triazol-3-yl)benzyl)oxy)methyl)-4,5-difluorophenyl)carbamate ClC1=NC=C(C(=N1)NC=1C=C(COCC=2C=C(C=C(C2F)F)NC(OC(C)(C)C)=O)C=C(C1OC)C1=NN(C=N1)C)C(NC([2H])([2H])[2H])=O